6-(5-{[(2,2-dimethylcyclopentyl)methyl]carbamoyl}-6-methoxy-2-methylpyridin-3-yl)-N-methyl-1H-indazole-3-carboxamide CC1(C(CCC1)CNC(=O)C=1C=C(C(=NC1OC)C)C1=CC=C2C(=NNC2=C1)C(=O)NC)C